3-(2,3-dihydrobenzofuran-5-yl)-2-(pyridin-3-ylmethyl)-2,4,5,6-tetrahydropyrrolo[3,4-c]pyrazole O1CCC2=C1C=CC(=C2)C2=C1C(=NN2CC=2C=NC=CC2)CNC1